2-(vinyl-amino)acetic acid C(=C)NCC(=O)O